1-(3,6-difluoro-9H-carbazol-9-yl)-3-((2-(2-methoxyphenoxy)ethyl)amino)-2-propanol FC=1C=CC=2N(C3=CC=C(C=C3C2C1)F)CC(CNCCOC1=C(C=CC=C1)OC)O